[Na].C[Si](O)(O)O methylsilanetriol sodium salt